β-allyl glycidyl ether C(C1CO1)OC(C)=C